perfluorodecyl-triethoxyfluorosilane FC(C(F)(F)F)(O[Si](F)(OC(C(F)(F)F)(F)F)OC(C(F)(F)F)(F)F)C(C(C(C(C(C(C(C(C(C(F)(F)F)(F)F)(F)F)(F)F)(F)F)(F)F)(F)F)(F)F)(F)F)(F)F